C(\C=C/C(=O)O)(=O)O.ClC1=C(C=CC=2N(C=NC21)CCC[C@H]2NCCC[C@@H]2O)Cl (2r,3s)-2-(3-(4,5-dichloro-1H-benzo[d]imidazol-1-yl)propyl)piperidin-3-ol maleate